2-(6-(1,4-dimethyl-1H-1,2,3-triazol-5-yl)-2-methyl-4-(pyridin-2-yl-(tetrahydro-2H-pyran-4-yl)methyl)-2,4-dihydropyrazolo[3',4':4,5]pyrrolo[3,2-b]pyridin-3-yl)propan-2-ol CN1N=NC(=C1C=1C=C2C(=NC1)C=1C(N2C(C2CCOCC2)C2=NC=CC=C2)=C(N(N1)C)C(C)(C)O)C